ClC1=CC=C(C=C1)C(CCCO)=O 1-(4-chlorophenyl)-4-hydroxybutan-1-one